FC=1C=CC(=C(C1)C[C@@](O)(C1NCOC1)[C@@H]1CNCCO1)OC (1R)-2-(5-fluoro-2-methoxyphenyl)-1-[(2S)-morpholin-2-yl]-1-(oxazolidin-4-yl)ethanol